[N+](=O)([O-])C=1C=C(C=CC1)C1(COCC1)C=O 3-(3-nitrophenyl)tetrahydrofuran-3-formaldehyde